3-tert-butyl-4H-1,2,4-triazole C(C)(C)(C)C1=NN=CN1